2'-chloro-N-{5-[5-(difluoromethyl)-1,3-dimethyl-1H-pyrazole-4-carbonyl]-4H,5H,6H-pyrrolo[3,4-d][1,3]thiazol-2-yl}-5'-methoxy-6-methyl-[4,4'-bipyridine]-3-carboxamide ClC1=NC=C(C(=C1)C1=C(C=NC(=C1)C)C(=O)NC=1SC2=C(N1)CN(C2)C(=O)C=2C(=NN(C2C(F)F)C)C)OC